Benzyl 4-(1-(tert-butoxycarbonyl)azetidine-3-yl)piperazine-1-carboxylate C(C)(C)(C)OC(=O)N1CC(C1)N1CCN(CC1)C(=O)OCC1=CC=CC=C1